1-(6-(6-methoxy-4-(1-methyl-3-phenyl-1H-pyrazol-4-yl)quinazolin-7-yl)-2,6-diazaspiro[3.3]hept-2-yl)ethan-1-one COC=1C=C2C(=NC=NC2=CC1N1CC2(CN(C2)C(C)=O)C1)C=1C(=NN(C1)C)C1=CC=CC=C1